tert-butyl (2-(2-(7-((3-((2,6-dimethylphenyl)amino)-1-methyl-1H-pyrazolo[3,4-d]pyrimidin-6-yl)amino)-3,4-dihydroisoquinolin-2(1H)-yl)ethoxy)ethyl)carbamate CC1=C(C(=CC=C1)C)NC1=NN(C2=NC(=NC=C21)NC2=CC=C1CCN(CC1=C2)CCOCCNC(OC(C)(C)C)=O)C